IC=1N(C2=CC=CC(=C2C1)NC(=O)NC1CCN(CC1)C1CCOCC1)CC(F)(F)F 1-(2-iodo-1-(2,2,2-trifluoroethyl)-1H-indol-4-yl)-3-(1-(tetrahydro-2H-pyran-4-yl)piperidin-4-yl)urea